CN1N=C(C=C1C(=O)N[C@H](C)C1=NC(=NS1)C1=CC(=NC=C1)C(F)(F)F)C(F)(F)F (R)-1-methyl-3-(trifluoromethyl)-N-(1-(3-(2-(trifluoromethyl)pyridin-4-yl)-1,2,4-thiadiazol-5-yl)ethyl)-1H-pyrazole-5-carboxamide